C(C=C)(=O)O.C(C=C)(=O)O.C(C=C)(=O)O.CCC(O)C(CO)(CO)CO 2-ethylpentaerythritol triacrylate